CC1N(CCC2=C(C=CC=C12)CC1CCNCC1)C(=O)OC(C)(C)C tert-butyl 1-methyl-5-(4-piperidylmethyl)-3,4-dihydro-1H-isoquinoline-2-carboxylate